5-[(3,5-difluorophenyl)methyl]-N-[2-(5-fluoro-1H-indol-3-yl)ethyl]isoxazole-3-carboxamide FC=1C=C(C=C(C1)F)CC1=CC(=NO1)C(=O)NCCC1=CNC2=CC=C(C=C12)F